6-{8-[(2-cyano-2-methylideneethyl)amino]-7-methoxynaphthalen-2-yl}-N-[2-(4-methylpiperazin-1-yl)ethyl]pyridine-2-carboxamide C(#N)C(CNC=1C(=CC=C2C=CC(=CC12)C1=CC=CC(=N1)C(=O)NCCN1CCN(CC1)C)OC)=C